2-(2-(3-(naphthalen-2-yl)-1-phenyl-1H-pyrazol-4-yl)vinyl)isonicotinic acid C1=C(C=CC2=CC=CC=C12)C1=NN(C=C1C=CC=1C=C(C(=O)O)C=CN1)C1=CC=CC=C1